C(C(C)(C)C)(=O)OCC1=C(C=CC(=C1)S(=O)(=O)N1C(CC(C2=CC(=CC=C12)CC)=O)C)OCC1CCOCC1 5-((6-Ethyl-2-methyl-4-oxo-3,4-dihydroquinolin-1(2H)-yl)sulfonyl)-2-((tetrahydro-2H-pyran-4-yl)methoxy)benzyl Pivalate